C(C)(C)(C)OC(NC1=NC=CC(=C1)C=1C(=NN2C1CN(CC2)C(C)=O)C2=CC=C(C=C2)F)=O (4-(5-acetyl-2-(4-fluorophenyl)-4,5,6,7-tetrahydropyrazolo[1,5-a]pyrazin-3-yl)pyridin-2-yl)carbamic acid tert-butyl ester